hexanal-d C(C(CCCC)[2H])=O